fluorenyl-anthracenol C1(=CC=CC=2C3=CC=CC=C3CC12)C1=C(C2=CC3=CC=CC=C3C=C2C=C1)O